FC=1C(=CC(=NC1)N1C[C@@H](C[C@@H](C1)C)O)I (3R,5S)-1-(5-fluoro-4-iodopyridin-2-yl)-5-methylpiperidin-3-ol